methyl 2-(2-cyanochloropropyl)-6-fluorobenzoate C(#N)C(CC1=C(C(=O)OC)C(=CC=C1)F)CCl